NC/C=C/C1=CN=C(S1)C1=C2CN(C(C2=CC=C1)=O)C1CNCCC1 (E)-3-(4-(5-(3-Aminoprop-1-en-1-yl)thiazol-2-yl)-1-oxoisoindolin-2-yl)piperidine